(4,8-bis(4-fluoro-5-(2-ethylhexyl)-thiophen-2-yl)benzo[1,2-b:4,5-b']dithiophene-2,6-diyl)bis(trimethylstannane) FC=1C=C(SC1CC(CCCC)CC)C1=C2C(SC(=C2)[Sn](C)(C)C)=C(C2=C1SC(=C2)[Sn](C)(C)C)C=2SC(=C(C2)F)CC(CCCC)CC